1,7-dihydroxynaphthol OC1(CC=CC2=CC=C(C=C12)O)O